3,4-MethyleneDioxyBenzaldehyde C1OC=2C=C(C=O)C=CC2O1